phenyl 4-{4-[4-(2-{[(S)-tert-butylsulfinyl]amino}propan-2-yl)phenyl]tetrahydro-2H-pyran-4-yl}piperazine-1-carboxylate C(C)(C)(C)[S@](=O)NC(C)(C)C1=CC=C(C=C1)C1(CCOCC1)N1CCN(CC1)C(=O)OC1=CC=CC=C1